COC=1C=C(C=C2CC3=CC(=CC=C3C2)O)C=C(C1OC)OC 2-(3,4,5-trimethoxybenzylidene)-6-hydroxy-2,3-dihydro-1H-indene